FC(C1=NN=C(S1)N1C(NC2=C1C=C(C(=C2)F)S(=O)(=O)Cl)=O)F 3-[5-(difluoromethyl)-1,3,4-thiadiazol-2-yl]-6-fluoro-2-oxo-1H-1,3-benzodiazole-5-sulfonyl chloride